S1C(=NC=C1)SC=1C(=NC=CC1)C#N 3-(thiazol-2-ylthio)pyridine-2-carbonitrile